4-benzyl-6-methoxy-1-((4-nitrophenyl)sulfonyl)-1,2,3,4-tetrahydroquinoxaline C(C1=CC=CC=C1)N1CCN(C2=CC=C(C=C12)OC)S(=O)(=O)C1=CC=C(C=C1)[N+](=O)[O-]